dimethyl-(4-(bromomethyl)phenyl)boronic acid COB(OC)C1=CC=C(C=C1)CBr